F[C@H]1[C@@H](CNCC1)NC(OC(C)(C)C)=O tert-butyl [(3R,4R)-4-fluoropiperidin-3-yl]carbamate